CN1N=CC(=C1)NC(=O)[C@@H]1OCC1 (2R)-N-(1-methyl-1H-pyrazol-4-yl)oxetan-2-carboxamide